N-(2,3-dihydroxypropyl)-N,N-dimethyl-benzyl-ammonium chloride [Cl-].OC(C[N+](C)(C)CC1=CC=CC=C1)CO